4-{(1R,2R)-2-[3-(cyclopropylmethyl)-1,2,4-oxadiazol-5-yl]cyclopropyl}benzenesulfonamide C1(CC1)CC1=NOC(=N1)[C@H]1[C@@H](C1)C1=CC=C(C=C1)S(=O)(=O)N